indium-tantalum-gallium oxide [O-2].[Ga+3].[Ta+5].[In+3]